N1=CC=C(C=C1)C=1C=CC=C2C(=NC=NC12)N 8-(pyridin-4-yl)quinazolin-4-amine